5-ethyl-N-(3-fluoro-4-((1-isopropyl-2-oxo-2,3-dihydro-1H-imidazo[4,5-b]pyridine-7-yl)oxy)phenyl)-1-phenyl-1H-pyrazole-4-carboxamide C(C)C1=C(C=NN1C1=CC=CC=C1)C(=O)NC1=CC(=C(C=C1)OC1=C2C(=NC=C1)NC(N2C(C)C)=O)F